IC1=CC(=C(C=C1)O)C(C)C 4-iodo-2-isopropyl-phenol